FC1=C(C=C(C=C1)C=1C(=NOC1)C=1C=CC=2N(C1)C(=CN2)C=2C=CC(=NC2)NC(OC)=O)OC methyl N-[5-[6-[4-(4-fluoro-3-methoxy-phenyl)isoxazol-3-yl]imidazo[1,2-a]pyridin-3-yl]-2-pyridyl]carbamate